N-(isopropylideneamino)ethylamine C(C)(C)=NNCC